C1(CCCCC1)CS(=O)(=O)NC1=NOC2=C1C(=CC(=C2)CN2N=C(C=C2)CNS(=O)(=O)C=C)OC N-((1-((3-((cyclohexylmethyl)sulfonamido)-4-methoxybenzo[d]isoxazol-6-yl)methyl)-1H-pyrazol-3-yl)methyl)ethenesulfonamide